6-chloro-4-(4-(difluoromethoxy)phenyl)pyridazin-3-amine ClC1=CC(=C(N=N1)N)C1=CC=C(C=C1)OC(F)F